C(C)(C)(C)OC(=O)N1[C@@H]2[C@@H]([C@@H](C[C@H]1CC2)NC2=NC=C(N=C2)Cl)F |r| racemic-(1S,2R,3R,5R)-3-[(5-Chloropyrazin-2-yl)amino]-2-fluoro-8-azabicyclo[3.2.1]octane-8-carboxylic acid tert-butyl ester